C(C1=CC=CC=C1)OCCOCC12CNCC(CC1)C2 ((2-(benzyloxy)ethoxy)methyl)-3-azabicyclo[3.2.1]octane